CC([C@@H](C(=O)N1[C@@H](C[C@H](C1)O)C(=O)NCC1=CC=C(C=C1)C#C)NC)(C)C (2S,4R)-1-[(2S)-3,3-dimethyl-2-(methylamino)butanoyl]-N-[(4-ethynylphenyl)methyl]-4-hydroxy-pyrrolidine-2-carboxamide